BrC=1C=C2C(=NNC2=CC1)C(=O)NC1COCC1 5-Bromo-N-(tetrahydrofuran-3-yl)-1H-indazole-3-carboxamide